NC1=C(C=C2C(=N1)C=C(N2)CN2C(C1=CC(=CC=C1[C@@]21C(N([C@H](C1)C)C)=O)F)=O)F (1S,5'S)-2-((5-Amino-6-fluoro-1H-pyrrolo[3,2-b]pyridin-2-yl)methyl)-5-fluoro-1',5'-dimethylspiro[isoindoline-1,3'-pyrrolidine]-2',3-dione